7-methyl-1,2,3,4-tetrahydroquinoline CC1=CC=C2CCCNC2=C1